4-(4-carbamoyl-6-fluoro-1H-benzo[d]imidazol-2-yl)benzoic acid C(N)(=O)C1=CC(=CC=2NC(=NC21)C2=CC=C(C(=O)O)C=C2)F